CC=1C=CC(=C(OC2(CCCC2)C(=O)N)C1)C1(CC1)C(F)(F)F 1-(5-methyl-2-(1-(trifluoromethyl)cyclopropyl)phenoxy)cyclopentane-1-carboxamide